6-chloro-2,2-dimethyl-7-(trifluoromethyl)-2,3-dihydrobenzofuran ClC1=C(C2=C(CC(O2)(C)C)C=C1)C(F)(F)F